[1-(dicyclohexylmethyl)-2-[[6-[3,5-dimethyl-1-(2-trimethylsilylethoxymethyl)pyrazol-4-yl]-2-fluoro-3-pyridinyl]amino]-2-oxo-ethyl]-2-ethyl-pyrazole-3-carboxamide C1(CCCCC1)C(C(C(=O)NC=1C(=NC(=CC1)C=1C(=NN(C1C)COCC[Si](C)(C)C)C)F)C1=C(N(N=C1)CC)C(=O)N)C1CCCCC1